(S)-N-(4-fluorophenyl)-N-methyl-1-(6-(trifluoromethyl)pyridin-2-yl)-pyrrolidine-2-carboxamide FC1=CC=C(C=C1)N(C(=O)[C@H]1N(CCC1)C1=NC(=CC=C1)C(F)(F)F)C